N-(2-(3,3-difluoropyrrolidin-1-yl)-4-(2-fluoro-phenyl)pyridin-3-yl)-2-methylthiazole-5-carboxamide FC1(CN(CC1)C1=NC=CC(=C1NC(=O)C1=CN=C(S1)C)C1=C(C=CC=C1)F)F